2-(m-tolyl)propanoate C1(=CC(=CC=C1)C(C(=O)[O-])C)C